C1(=CC=C(C=C1)NC1=C(C(=O)O)C=C(C(=C1)C(=O)O)NC1=CC=C(C=C1)C)C 2,5-di(p-toluidino)terephthalic acid